N,N,N',N',N'',N'',N''',N'''-octaethylsilanetetraamine C(C)N([Si](N(CC)CC)(N(CC)CC)N(CC)CC)CC